9,10-dimethoxy-2-[pyrrolidin-3-yl-(2,4,6-trimethylphenyl)amino]-6H,7H-pyrimido[4,3-a]isoquinolin-4-one COC=1C=C2CCN3C(C2=CC1OC)=CC(=NC3=O)N(C3=C(C=C(C=C3C)C)C)C3CNCC3